furano[3,2-c]pyridine O1C=CC=2C=NC=CC21